sodium diisooctoxy phosphate P(=O)(OOCCCCCC(C)C)(OOCCCCCC(C)C)[O-].[Na+]